3-propyl-3-(4-iodobenzoyl)pyrrolidine-1-carboxylic acid tert-butyl ester C(C)(C)(C)OC(=O)N1CC(CC1)(C(C1=CC=C(C=C1)I)=O)CCC